(24Z,27Z)-14-((8Z,11Z)-heptadeca-8,11-dien-1-yl)-4,12,12-trimethyl-11,13,15-trioxa-4-aza-12-silatritriaconta-24,27-diene-1,2-diol C(CCCCCC\C=C/C\C=C/CCCCC)C(O[Si](OCCCCCCN(CC(CO)O)C)(C)C)OCCCCCCCC\C=C/C\C=C/CCCCC